CC1C(C2=CC(=CC=C2C1)C)=O 2,6-dimethylindanone